COC(CCN)CCCN 3-methoxyhexamethylenediamine